[C@@H]1([C@H](O)[C@@H](O)[C@@H](O)CO1)C1=C(C=C(C=2C(C=C(OC12)C1=CC(O)=C(O)C=C1)=O)O)O 8-C-α-L-arabinosylluteolin